C(N)(OCC=1N(C2=CC=C(C=C2C1C=NO)F)C1CCN(CC1)C1CCC(CC1)=C(C)C)=O (5-fluoro-3-((hydroxyimino) methyl)-1-(1-(4-(propan-2-ylidene) cyclohexyl) piperidin-4-yl)-1H-indol-2-yl)methyl carbamate